[2H5]propionate C(C(C([2H])([2H])[2H])([2H])[2H])(=O)[O-]